FCCCOC[C@H](C)NC(=O)C1=NC=C(C=C1)N1CCCC1 N-[(2S)-1-(3-fluoropropoxy)propan-2-yl]-5-(pyrrolidin-1-yl)pyridine-2-carboxamide